3-bromo-1-methyl-4-phenyl-1-azaspiro[4.5]deca-3,6,9-triene-2,8-dione BrC=1C(N(C2(C1C1=CC=CC=C1)C=CC(C=C2)=O)C)=O